4-[3,4-(methylenedioxy)phenyl]-3-pyrrolidinecarboxylic acid, monohydrochloride Cl.C1OC=2C=C(C=CC2O1)C1C(CNC1)C(=O)O